Methyl furfuryl disulfide C(C1=CC=CO1)SSC